C(C)(C)(C)OC(NC1CNCC(C1)(F)F)=O N-(5,5-Difluoro-3-piperidyl)carbamic acid tert-butyl ester